NC1=NC2=CC=C(C=C2C=C1C)C(=O)N(CC1=NC=C(C=C1)C(F)(F)F)CC=1N=COC1 2-amino-3-methyl-N-(1,3-oxazol-4-ylmethyl)-N-((5-(trifluoromethyl)-2-pyridinyl)methyl)-6-quinolinecarboxamide